CS(=O)(=O)C=CCCC(=O)N 5-(methylsulfonyl)pent-4-enamide